((3aR,6aS)-5-(4,6-dimethylpyrimidin-2-yl)hexahydropyrrolo[3,4-c]pyrrol-2(1H)-yl)(6-fluoro-2-(3-fluoropyridin-2-yl)indolizin-1-yl)methanone CC1=NC(=NC(=C1)C)N1C[C@@H]2[C@H](C1)CN(C2)C(=O)C=2C(=CN1C=C(C=CC21)F)C2=NC=CC=C2F